NC=1C(=C(C=CC1)C=1N=C(SC1C1=NC(=NC=C1)Cl)CCC1CCN(CC1)C(=O)OC(C)(C)C)F tert-butyl 4-{2-[4-(3-amino-2-fluorophenyl)-5-(2-chloropyrimidin-4-yl)-1,3-thiazol-2-yl]ethyl}piperidine-1-carboxylate